BrC1=NN(C(=N1)OC1=C(C=CC=C1)Cl)C(C)C 3-bromo-5-(2-chlorophenoxy)-1-(propan-2-yl)-1H-1,2,4-triazole